tert-butyl ((2R,4RS)-4-aminohept-5-yn-2-yl)carbamate N[C@H](C[C@@H](C)NC(OC(C)(C)C)=O)C#CC |&1:1|